(1RS,2SR,4SR)-1,4-epoxy-p-menth-2-yl 2-methylbenzyl ether CC1=C(CO[C@@H]2[C@]3(CC[C@](C2)(C(C)C)O3)C)C=CC=C1 |r|